methyl 6-(hydroxymethyl)-4-((4'-octyl-[1,1'-biphenyl]-4-yl)ethynyl)picolinate OCC1=CC(=CC(=N1)C(=O)OC)C#CC1=CC=C(C=C1)C1=CC=C(C=C1)CCCCCCCC